NC=1SC2=C(N1)C(=C(C=C2F)F)C=2C(=CC1=C3C=4N(CCOC4N=C1C2F)C[C@H]2CN[C@@H](CN23)C)Cl (2R,4aR)-11-(2-amino-5,7-difluorobenzo[d]thiazol-4-yl)-12-chloro-10-fluoro-2-Methyl-2,3,4,4a,6,7-hexahydro-8-oxa-3,5a,9,13c-tetraazanaphtho[3,2,1-de]anthracene